10,10-dinonyloxy-3-pivaloyloxydecane C(CCCCCCCC)OC(CCCCCCC(CC)OC(C(C)(C)C)=O)OCCCCCCCCC